Tosylamide CC1=CC=C(C=C1)S(=O)(=O)N